C(C)(C)(C)C1=CC(=CC=2C3=C(OC21)C=CC=C3Cl)C(C)(C)C 6,8-di-tert-butyl-1-chlorodibenzo[b,d]furan